ClC1=C(C(=CC=C1)C)CN(C1=C(C(=NC=N1)NCC1=CC=C(C=C1)CC(=O)N)F)C1CC1 2-[4-[[[6-[(2-chloro-6-methylphenyl)methyl-cyclopropyl-amino]-5-fluoro-pyrimidin-4-yl]amino]methyl]phenyl]acetamide